tert-butyl (2R,4R)-4-((6-chloropyrazin-2-yl)oxy)-2-isopropylpiperidine-1-carboxylate ClC1=CN=CC(=N1)O[C@H]1C[C@@H](N(CC1)C(=O)OC(C)(C)C)C(C)C